BrC=1C=CC2=C(C(CO2)CC(=O)OC)C1 methyl 5-bromo-2,3-dihydrobenzofuran-3-acetate